4-fluoro-3-(trifluoromethyl)aniline hydrochloride Cl.FC1=C(C=C(N)C=C1)C(F)(F)F